4-(3,3-difluoropyrrolidin-1-yl)-N2,N2,N6,N6-tetrakis(2-methoxyethyl)-8-(4-methoxypiperidin-1-yl)pyrimido[5,4-d]pyrimidine-2,6-diamine FC1(CN(CC1)C=1C2=C(N=C(N1)N(CCOC)CCOC)C(=NC(=N2)N(CCOC)CCOC)N2CCC(CC2)OC)F